N[C@H](CO)C1=CC=CC=C1 (2S)-2-amino-2-phenyl-ethanol